N1=C(C=CC=C1)C1=CC(=NC=C1)NC1=NC(=NN2C1=C(C(=C2)C2=NN(C=C2)C)C)C=2N(C=CN2)C N-([2,4'-Bipyridin]-2'-yl)-5-methyl-2-(1-methyl-1H-imidazol-2-yl)-6-(1-methyl-1H-pyrazol-3-yl)pyrrolo[2,1-f][1,2,4]triazin-4-amine